Tert-Butyl 3-[3,3,3-trifluoro-2-(hydroxymethyl)-2-methyl-propoxy]pyrazole-1-carboxylate FC(C(COC1=NN(C=C1)C(=O)OC(C)(C)C)(C)CO)(F)F